N-(4-(8-amino-3-isopropyl-5-(4-(methylamino)cyclohex-1-en-1-yl)imidazo[1,5-a]pyrazin-1-yl)naphthalen-1-yl)-1-(2-chlorophenyl)-N-methylmethanesulfonamide NC=1C=2N(C(=CN1)C1=CCC(CC1)NC)C(=NC2C2=CC=C(C1=CC=CC=C21)N(S(=O)(=O)CC2=C(C=CC=C2)Cl)C)C(C)C